N-(2-aminoethyl)-5,6-dimethyl-6H-pyrido[4,3-b]carbazole-9-carboxamide NCCNC(=O)C1=CC=2C=3C=C4C(=C(C3N(C2C=C1)C)C)C=CN=C4